(6-(4-isopropylbenzyl)-2-azaspiro[3.3]heptan-2-yl)methanone C(C)(C)C1=CC=C(CC2CC3(CN(C3)C=O)C2)C=C1